NC1=CC=C(C=C1)SCCNC(OC(C)(C)C)=O tert-butyl (2-((4-aminophenyl)thio)ethyl)carbamate